FC1=C(C(=O)N([C@H]2CNCCC2)C2=NC=CC3=CC=CC(=C23)C)C=CC(=C1)N1N=C(N=N1)C(C)C (R)-2-fluoro-4-(5-isopropyl-2H-tetrazol-2-yl)-N-(8-methylisoquinolin-1-yl)-N-(piperidin-3-yl)benzamide